(cyclopentadienyl)tris(diethylamino)titanium C1(C=CC=C1)[Ti](N(CC)CC)(N(CC)CC)N(CC)CC